N-{2-[(5-methyl-2-{[4-(4-methylpiperazin-1-yl)phenyl]amino}pyrimidin-4-yl)amino]phenyl}prop-2-enamide CC=1C(=NC(=NC1)NC1=CC=C(C=C1)N1CCN(CC1)C)NC1=C(C=CC=C1)NC(C=C)=O